O1CCN(CC1)CCCOC1=CC=C(C=N1)N 6-(3-morpholinopropoxy)pyridin-3-amine